CC1=CC=CC(=N1)C1=C(N=CN1)C=1C=C2C=C(C=NC2=CC1)NC1CC(C1)C(=O)OC1CCNCC1 piperidin-4-yl (1s,3s)-3-((6-(5-(6-methylpyridin-2-yl)-1H-imidazol-4-yl)quinolin-3-yl)amino)cyclobutane-1-carboxylate